(2S,5R)-6-(benzyloxy)-7-oxo-N-(pyridin-2-ylsulfonyl)-1,6-diazabicyclo[3.2.1]octane-2-carboximidamide C(C1=CC=CC=C1)ON1[C@@H]2CC[C@H](N(C1=O)C2)C(NS(=O)(=O)C2=NC=CC=C2)=N